hexyl ((4-aminophenyl)(imino)methyl)carbamate NC1=CC=C(C=C1)C(=N)NC(OCCCCCC)=O